ClC=1C=C(C=CC1)NC(=O)NC1=CC=C(C=C1)[C@@H]1CNCC1 |r| (RS)-1-(3-Chloro-phenyl)-3-(4-pyrrolidin-3-yl-phenyl)-urea